C1N(CCC2=CC=CC=C12)C[C@H](CN1C(C2=CC=C(C=C2CC1)N1CCC(CC1)N(C)C)=O)O 2-[(2R)-3-(3,4-dihydro-1H-isoquinolin-2-yl)-2-hydroxy-propyl]-6-[4-(dimethylamino)-1-piperidinyl]-3,4-dihydroisoquinolin-1-one